N1C=C(C2=CC=CC=C12)C=1C2=C(N=C(N1)NC1=CC(=C(C=C1)N(C)CCN(C)C)[N+](=O)[O-])NC=C2 N4-(4-(1H-indol-3-yl)-7H-pyrrolo[2,3-d]pyrimidin-2-yl)-N1-(2-(dimethylamino)ethyl)-N1-methyl-2-nitrobenzene-1,4-diamine